C(C)(C)(C)C1=CC=C(C=C1)C1CC(NCC1)C 4-(4-(tert-butyl)phenyl)-2-methylpiperidin